C(#N)C(C(=O)O)=CC1=C(C=C(C=C1)F)F α-cyano-2,4-difluorocinnamic acid